ClC=1C=CC(=NC1)C1=NN(CC1C1=CC=CC=C1)C#N 3-(5-chloropyridin-2-yl)-4-phenyl-4,5-dihydropyrazole-1-carbonitrile